BrC1=CC=C(C=N1)C(C(=O)NC1=NC=C(C(=C1)C1=C2N(N=C1)CC(C2)(C)C)Cl)C 2-(6-bromopyridin-3-yl)-N-(5-chloro-4-(5,5-dimethyl-5,6-dihydro-4H-pyrrolo[1,2-b]pyrazol-3-yl)pyridin-2-yl)propionamide